C(C)(C)N (R)- and (S)-isopropylamine